NC1=C2CC[C@@H](N(C2=CC=C1N[C@H]1C[C@@H](CCC1)C(=O)OC)C(=O)OC)C methyl (2S)-5-amino-6-[[(1R,3R)-3-(methoxycarbonyl)cyclohexyl] amino]-2-methyl-1,2,3,4-tetrahydroquinoline-1-carboxylate